COC=1C=C(C=CC1)C1=CC=C2C(CCOC2=C1)NC(O[C@@H]1CN2CCC1CC2)=O (S)-quinuclidin-3-yl (7-(3-methoxyphenyl)chroman-4-yl)carbamate